1-(2,3-dihydrobenzo[b][1,4]dioxin-6-yl)-3-(3-(4-nitrophenyl)pyrrolidin-1-yl)propan-1-one hydrochloride Cl.O1C2=C(OCC1)C=C(C=C2)C(CCN2CC(CC2)C2=CC=C(C=C2)[N+](=O)[O-])=O